(2s,3s,4s)-2-(hydroxymethyl)piperidine-3,4-diol OC[C@@H]1NCC[C@@H]([C@H]1O)O